1-[trans-3-(3-phenylisoxazole-5-amido)cyclobutyl]-1H-1,2,3-triazol C1(=CC=CC=C1)C1=NOC(=C1)C(=O)N[C@@H]1C[C@H](C1)N1N=NC=C1